O[C@@H]1C[C@H](N(C1)C(=O)C(C(C)C)C1=CC(=NO1)OC1N(CCCC1)C(=O)[O-])C(N[C@@H](C)C1=CC=C(C=C1)C1=C(N=CS1)C)=O [5-[1-[(2S,4R)-4-hydroxy-2-[[(1S)-1-[4-(4-methylthiazol-5-yl)phenyl]ethyl]carbamoyl]pyrrolidine-1-carbonyl]-2-methyl-propyl]isoxazol-3-yl]oxypiperidine-1-carboxylate